FC1=CC=C(C=C1)NC1CCC(CC1)N N1-(4-fluorophenyl)cyclohexane-1,4-diamine